(2S,4R)-N-[(S)-(4-cyclopropyl-3-fluorophenyl)(phenyl)methyl]-4-fluoro-1-{2-[methyl(2-methylpyrimidin-4-yl)amino]acetyl}pyrrolidine-2-carboxamide C1(CC1)C1=C(C=C(C=C1)[C@@H](NC(=O)[C@H]1N(C[C@@H](C1)F)C(CN(C1=NC(=NC=C1)C)C)=O)C1=CC=CC=C1)F